OC(=O)CCCC[C@@H]1SC[C@@H]2NC(=O)N[C@H]12 D-Biotin